BrC=1N(C2=C(C=NC=C2)N1)C1=C(C=C(C=C1C(C)C)C1=CC=CC=C1)C(C)C 2-bromo-1-(3,5-diisopropyl-[1,1'-biphenyl]-4-yl)-1H-imidazo[4,5-c]pyridine